5-Bromo-N-(1-cyclopropylpiperidin-4-yl)pyrazolo[1,5-a]pyridine-3-carboxamide BrC1=CC=2N(C=C1)N=CC2C(=O)NC2CCN(CC2)C2CC2